(R)-N-(1-(3-amino-5-(trifluoromethyl)phenyl)ethyl)-7-chloro-3-morpholino-1,6-naphthyridin-5-amine NC=1C=C(C=C(C1)C(F)(F)F)[C@@H](C)NC=1C=2C=C(C=NC2C=C(N1)Cl)N1CCOCC1